(S)-4-Bromo-2-methyl-6-((3-methylpiperidin-1-yl)methyl)pyridine BrC1=CC(=NC(=C1)CN1C[C@H](CCC1)C)C